FC1(C(CNCC1C)C)F 4,4-difluoro-3,5-dimethylpiperidin